Cl.NC=1C=C(C(=N)N)C=CC1NC 3-amino-4-(methylamino)benzamidine hydrochloride